3-fluoro-N-((2-(6-(3-methoxy-3-methylpyrrolidin-1-yl)pyridin-2-yl)-1,6-naphthyridin-7-yl)methyl)-5-(methylsulfonyl)benzamide FC=1C=C(C(=O)NCC2=NC=C3C=CC(=NC3=C2)C2=NC(=CC=C2)N2CC(CC2)(C)OC)C=C(C1)S(=O)(=O)C